6-bromo-N-(4-(2,6-dioxopiperidin-3-yl)phenyl)hexanamide BrCCCCCC(=O)NC1=CC=C(C=C1)C1C(NC(CC1)=O)=O